3-(4-amino-1-oxoisoindolin-2-yl)-1-propylpiperidine-2,6-dione hydrochloride Cl.NC1=C2CN(C(C2=CC=C1)=O)C1C(N(C(CC1)=O)CCC)=O